FC1=C(C(=CC=C1)C=1CCN(CC1)C(C)C)NC(=O)N1CCC(CC1)(C)C1=NOC(=N1)[C@H]1[C@H](C1)F N-[2-fluoro-6-(1-isopropyl-3,6-dihydro-2H-pyridin-4-yl)phenyl]-4-{5-[(1S,2S)-2-fluorocyclopropyl]-1,2,4-oxadiazol-3-yl}-4-methylpiperidine-1-carboxamide